C1(=CC=CC=C1)[SiH]([Si]([Si](C=C)(C)C)(OCC)OCC)C1=CC=CC=C1 diphenyl-dimethyl-vinyl-diethoxytrisilane